O[C@](CN1N=C(C=C1)C#N)(C)[C@H]1CC[C@H]2[C@@H]3CC[C@@H]4C[C@](CC[C@@H]4[C@H]3CC[C@]12C)(CCC)O 1-((R)-2-hydroxy-2-((3R,5R,8R,9R,10S,13S,14S,17S)-3-hydroxy-13-methyl-3-propylhexadecahydro-1H-cyclopenta[a]phenanthren-17-yl)propyl)-1H-pyrazole-3-carbonitrile